CC1=C(C=C(C=C1)C1=C(C(=O)N)C=CN=C1C(F)(F)F)C1=CC=C2C(CC3(COCCC3)OC2=C1)=O (4-methyl-3-(4-oxo-5',6'-dihydro-2'H,4'H-spiro[chromane-2,3'-pyran]-7-yl)phenyl)-2-(trifluoromethyl)isonicotinamide